p-Azido-L-phenylalanine N(=[N+]=[N-])C1=CC=C(C[C@H](N)C(=O)O)C=C1